N-(1-(tert-butyl)-5-(4-((4-isopropylpyridin-2-yl)oxy)tetrahydrofuran-2-yl)-1H-pyrazole-3-yl)-3-(methoxymethyl)-1-methyl-1H-pyrazole-5-carboxamide C(C)(C)(C)N1N=C(C=C1C1OCC(C1)OC1=NC=CC(=C1)C(C)C)NC(=O)C1=CC(=NN1C)COC